CC1=C(C=C(OC[C@H]2N(CC2)C(=O)OC(C)(C)C)C=C1)C(NC1(CC1)C1=C2C=CC(=NC2=CC(=C1)C=1OC=CN1)C)=O tert-butyl (2S)-2-((4-methyl-3-((1-(2-methyl-7-oxazol-2-yl-5-quinolyl) cyclopropyl)carbamoyl)phenoxy)methyl)azetidine-1-carboxylate